4-(2-(benzyl-(tert-butyl)amino)-1-hydroxyethyl)-2-(hydroxymethyl)phenol C(C1=CC=CC=C1)N(CC(O)C1=CC(=C(C=C1)O)CO)C(C)(C)C